C(C)C(CC1=CC=C(C=C1)C1=CC=C(C=C1)B(O)O)CCCC 4-[4-(2-ethylhexyl)phenyl]benzene-1-boronic acid